CC(C=C)CCC=C(CCC=C(C)C)C 3,7,11-trimethyl-1,6,10-dodecanetriene